4-(azacyclooctan-1-yl)aniline N1(CCCCCCC1)C1=CC=C(N)C=C1